C(C1=CC=CC=C1)(=O)C1=CC=C2C=CC=C3C2=C1NB(N3CC3=CC=CC=C3)C=3C(=C1CC(CC1=C(C3C)C)(C(=O)OC)C(=O)OC)C (S)-dimethyl 5-(4-benzoyl-1-benzyl-1H-naphtho[1,8-de][1,3,2]diazaborinin-2(3H)-yl)-4,6,7-trimethyl-1,3-dihydro-2H-indene-2,2-dicarboxylate